1-(1-methyl-1H-indol-2-yl)-3-(p-tolyl)prop-2-yn-1-one CN1C(=CC2=CC=CC=C12)C(C#CC1=CC=C(C=C1)C)=O